FS(C1=CC=C(NC2=NC=CC=C2C(=O)O)C=C1)(F)(F)(F)F 2-[4-(Pentafluoro-lambda6-sulfanyl)anilino]pyridine-3-carboxylic acid